3-((3-methacrylamidopropyl)dimethylammonio)propane-1-sulphonate C(C(=C)C)(=O)NCCC[N+](CCCS(=O)(=O)[O-])(C)C